CC(=CCC=1C(=C(C(=O)NC2=CC=C(C=C2)C(F)(F)F)C(=CC1O)CCCCC)O)CCC=C(C)C 3-(3,7-dimethylocta-2,6-dien-1-yl)-2,4-dihydroxy-6-pentyl-N-(4-(trifluoromethyl)phenyl)benzamide